bromo-1-[2-[tert-butyl-(dimethyl)silyl]oxyethyl]-5-methyl-pyrrole-2-carbonitrile BrC1=C(N(C(=C1)C)CCO[Si](C)(C)C(C)(C)C)C#N